6-((3,4-dimethylbenzyl)(methyl)amino)-N-phenylimidazo[1,2-a]pyridin-3-carboxamide CC=1C=C(CN(C=2C=CC=3N(C2)C(=CN3)C(=O)NC3=CC=CC=C3)C)C=CC1C